BrC1=C(C=C(C=C1)C(OC)OC)F 1-bromo-4-(dimethoxymethyl)-2-fluorobenzene